C(CC=CCC)(=O)OCC ethyl 3-hexenoate